1-(Benzyloxy)-5-(methoxycarbonyl)-6-oxo-1,6-dihydropyridine-2-carboxylic acid C(C1=CC=CC=C1)ON1C(=CC=C(C1=O)C(=O)OC)C(=O)O